(2-bromophenyl)sydnone BrC1=C(C=CC=C1)[N+]=1[N-]OC(C1)=O